[N+](=O)([O-])C=1SC(=C(C1Cl)[N+](=O)[O-])F 2,4-dinitro-5-fluoro-thiophenyl chloride